1-(2-methyl-1,4-phenylene) bis(4-hydroxybenzoate) OC1=CC=C(C(=O)OC2=C(C=C(C=C2)OC(C2=CC=C(C=C2)O)=O)C)C=C1